3,5-dichloro-N-(2-(4-(3,4-dichloro-benzyl)piperidin-1-yl)ethyl)benzamide ClC=1C=C(C(=O)NCCN2CCC(CC2)CC2=CC(=C(C=C2)Cl)Cl)C=C(C1)Cl